5-CHLORO-3-(PROPAN-2-YL)-1-PROPYL-1H-PYRAZOLE-4-CARBALDEHYDE ClC1=C(C(=NN1CCC)C(C)C)C=O